6-(2,4-di-tert-butoxypyrimidin-5-yl)-8-(3,3,3-trifluoro-2,2-dimethylpropoxy)imidazo[1,2-b]pyridazine C(C)(C)(C)OC1=NC=C(C(=N1)OC(C)(C)C)C=1C=C(C=2N(N1)C=CN2)OCC(C(F)(F)F)(C)C